butyl N-[(3S,4S)-8-[3-(6-chloro-1,2,3,4-tetrahydro-1,5-naphthyridin-1-yl)-1-(oxan-2-yl)-1H-pyrazolo[3,4-b]pyrazin-6-yl]-3-methyl-2-oxa-8-azaspiro[4.5]decan-4-yl]carbamate ClC=1N=C2CCCN(C2=CC1)C1=NN(C2=NC(=CN=C21)N2CCC1([C@@H]([C@@H](OC1)C)NC(OCCCC)=O)CC2)C2OCCCC2